methyl 2-((tert-butoxycarbonyl)amino)-2,3-dihydro-1H-indene-5-carboxylate C(C)(C)(C)OC(=O)NC1CC2=CC=C(C=C2C1)C(=O)OC